ClC=1C=C(C=CC1)N1N=CC=2C1=NC(=NC2NC(=O)C=2SC(=CC2)[N+](=O)[O-])C=2C=NC(=CC2)OCCOCC N-(1-(3-chlorophenyl)-6-(6-(2-ethoxyethoxy)pyridin-3-yl)-1H-pyrazolo[3,4-d]pyrimidin-4-yl)-5-nitrothiophene-2-carboxamide